C[SiH](OC)OC.[Si] silicon (methyldimethoxysilane)